Cl.BrC=1C=C(C=C(C1)F)[C@@H](C)N (R)-1-(3-bromo-5-fluorophenyl)ethan-1-amine hydrochloride